(-)-2-({1R-[7-methyl-2-(morpholin-4-yl)-4-oxo-pyrido[1,2-a]pyrimidin-9-yl]ethyl}amino)benzoic acid CC=1C=C(C=2N(C(C=C(N2)N2CCOCC2)=O)C1)[C@@H](C)NC1=C(C(=O)O)C=CC=C1